1-(4-(6-methoxy-2-phenyl-1,2,3,4-tetrahydronaphthalen-1-yl)phenyl)piperazine COC=1C=C2CCC(C(C2=CC1)C1=CC=C(C=C1)N1CCNCC1)C1=CC=CC=C1